mesaconic acid dihydroxyethyl ester OC(COC(\C(\C)=C\C(=O)O)=O)O